8-((5-(aminomethyl)-2-methylphenyl)amino)-2-methylthieno[2,3-g]quinoline 1,1-dioxide NCC=1C=CC(=C(C1)NC1=CC=NC=2C=C3C(=CC12)S(C(=C3)C)(=O)=O)C